2-(3,5-dimethoxyphenyl)cyclohexane-1-carbonitrile COC=1C=C(C=C(C1)OC)C1C(CCCC1)C#N